C(CC)S(=O)(=O)ON=C(C#N)CCC α-(propylsulfonyloxyimino)-propylacetonitrile